7-((R)-sec-Butoxy)-N-(1-cyclopropyl-2-oxo-1,2-dihydropyridin-3-yl)-2-(1-(fluoromethyl)-2-oxabicyclo[2.2.1]hept-4-yl)imidazo[1,2-a]pyrimidine-6-carboxamide [C@@H](C)(CC)OC1=NC=2N(C=C1C(=O)NC=1C(N(C=CC1)C1CC1)=O)C=C(N2)C21COC(CC2)(C1)CF